BrC1=CC=2N(C=C1OC)N=C(N2)N2C(=CC=C2C)C 7-bromo-2-(2,5-dimethyl-1H-pyrrol-1-yl)-6-methoxy-[1,2,4]triazolo[1,5-a]pyridine